Methyl 6-(4-chlorophenyl)-2-(1-methyl-1H-pyrazol-4-yl)-3-oxo-2,3,4,5-tetrahydropyridazine-4-carboxylate ClC1=CC=C(C=C1)C=1CC(C(N(N1)C=1C=NN(C1)C)=O)C(=O)OC